C1=C(C=CC=2C(C3=CC(=CC=C3C(C12)=O)OCCCC(=O)O)=O)OCCCC(=O)O 4,4'-([9,10-anthraquinone-2,6-diyl]dioxy)di-butyric acid